N-(3-((3-borono-4-fluorobenzamido)methyl)benzyl)-N-(3-borono-4-fluorobenzoyl)glycine B(O)(O)C=1C=C(C(=O)NCC=2C=C(CN(CC(=O)O)C(C3=CC(=C(C=C3)F)B(O)O)=O)C=CC2)C=CC1F